(S)-1-(1-(6,7-difluoro-4-oxo-3,4-dihydrophthalazin-1-yl)ethyl)-1-methyl-3-(3,4,5-trifluorophenyl)urea FC=1C=C2C(NN=C(C2=CC1F)[C@H](C)N(C(=O)NC1=CC(=C(C(=C1)F)F)F)C)=O